1H,4H,5H,6H-cyclopenta[c]pyrazol-4-ol N1N=CC2=C1CCC2O